BrC=1C(=NC=CC1)NS(=O)(=O)C(F)(F)F N-(3-bromopyridin-2-yl)-1,1,1-trifluoromethanesulfonamide